C(C)(=O)N1CC(C1)(F)C#CC1=CC2=C(OC[C@@H](C(N2C)=O)NC(C2=NC=CC(=C2)OC2=CC=CC=C2)=O)C=C1 (S)-N-(7-((1-acetyl-3-fluoroazetidin-3-yl)ethynyl)-5-methyl-4-oxo-2,3,4,5-tetrahydrobenzo[b][1,4]oxazepin-3-yl)-4-phenoxypicolinamide